FC=1C=C(COC2=CC=C(CO)C=C2)C=CC1 4-((3-fluorobenzyl)oxy)benzyl alcohol